(2S)-2-[(methylsulfonyl)amino]-N,N-bis(2-thienylmethyl)hexanamide CS(=O)(=O)N[C@H](C(=O)N(CC=1SC=CC1)CC=1SC=CC1)CCCC